N-(3-aminopropyl)-2-(2-fluoro-4-(methylcarbamoyl)phenyl)benzo[d]imidazo[2,1-b]thiazole-7-carboxamide dihydrochloride Cl.Cl.NCCCNC(=O)C1=CC2=C(N3C(S2)=NC(=C3)C3=C(C=C(C=C3)C(NC)=O)F)C=C1